COC1=CC=C(C=C1)/C=C/C(=O)C1=CC=C(OCCCC(=O)O)C=C1 4-[4-[(E)-3-(4-Methoxyphenyl)prop-2-enoyl]phenoxy]butanoic acid